2-(2-chloro-6-fluorobenzamido)propionic acid methyl ester COC(C(C)NC(C1=C(C=CC=C1F)Cl)=O)=O